NC=1C=C(C#N)C=C(C1)C(=O)N1CCC(CC1)OC=1C=CC=C2C(=NN(C12)C)C1C(NC(CC1)=O)=O 3-amino-5-(4-((3-(2,6-dioxopiperidin-3-yl)-1-methyl-1H-indazol-7-yl)oxy)-piperidine-1-carbonyl)benzonitrile